COC(=O)C1=CN=C(N1)C1=CC(=CC=C1)CCOC 3-(2-methoxyethyl)phenylimidazole-5-carboxylic acid methyl ester